methyl 3-[[4-([[(2R,3S)-3-[(tert-butoxycarbonyl) amino]-5-carbamoylpentan-2-yl]oxy]methyl)phenyl] methyl]cyclobutane-1-carboxylate C(C)(C)(C)OC(=O)N[C@H]([C@@H](C)OCC1=CC=C(C=C1)CC1CC(C1)C(=O)OC)CCC(N)=O